2-((3-chlorophenyl)((4,4-difluorocyclohexyl)oxy)methyl)-1H-imidazole-4-sulfonamide ClC=1C=C(C=CC1)C(C=1NC=C(N1)S(=O)(=O)N)OC1CCC(CC1)(F)F